ClC1=NC=C(C2=CC=C(C=C12)O[C@@H]1CN(CC1)C(C)=O)C1=C(C=CC=C1)C (S)-1-(3-((1-chloro-4-(o-tolyl)isoquinolin-7-yl)oxy)pyrrolidin-1-yl)ethan-1-one